N1=CC(=CC=C1)C=1C=CC2=C(N=C(O2)N)C1 5-(pyridin-3-yl)-2-aminobenzoxazole